C1(CC1)[C@H](C)N1C(C2=C(C=C(C=C2C1)C1=NC2=C(C(=NN2C=C1)N)C(=O)NC=1C=NC(=CC1)N)OC(F)(F)F)=O 2-[(S)-1-Cyclopropylethyl]-5-{2-amino-3-[(6-amino-3-pyridinylamino)carbonyl]-1,4,7a-triaza-5-indenyl}-7-trifluoromethoxy-1-isoindolinone